tert-butyl N-[3-[3-[2-(2,6-dioxo-3-piperidyl)-1,3-dioxo-isoindolin-4-yl]propoxy]propyl]-N-methyl-carbamate O=C1NC(CCC1N1C(C2=CC=CC(=C2C1=O)CCCOCCCN(C(OC(C)(C)C)=O)C)=O)=O